6-chloro-2-(4-pyridyl)-4-[(4-methylphenyl)thio]-5-trifluoromethylpyrimidine ClC1=C(C(=NC(=N1)C1=CC=NC=C1)SC1=CC=C(C=C1)C)C(F)(F)F